ClC=1C=NC=C(C1[C@@H](C)OC=1C=C2C(=NNC2=CC1)C=1C=C(C(=NC1)N1CCC(CC1)O)C#N)Cl 5-[5-[(1R)-1-(3,5-dichloro-4-pyridyl)ethoxy]-1H-indazol-3-yl]-2-(4-hydroxy-1-piperidyl)pyridine-3-carbonitrile